N[C@H]1C[C@@H](C[C@H]1NC1=NC2=CC=C(C=C2C=N1)C1=C(C(=CC(=C1Cl)OC)OC)Cl)C(=O)N(C)C (1S,3S,4R)-3-amino-4-((6-(2,6-dichloro-3,5-dimethoxyphenyl)quinazolin-2-yl)amino)-N,N-dimethylcyclopentanecarboxamide